3,5-dibromo-1-(3-hydroxycyclobutyl)-1H-pyrazole-4-carbonitrile BrC1=NN(C(=C1C#N)Br)C1CC(C1)O